C(C)(C)C1=C(NC2=CC(=C(C=C12)C1CCNCC1)C)C1=CC(=NC=C1)C 3-isopropyl-6-methyl-2-(2-methylpyridin-4-yl)-5-(piperidin-4-yl)-1H-indole